Dichloro(2,9-dimethyl-1,10-phenanthroline) nickel [Ni].ClC1=C(C(=NC2=C3N=C(C=CC3=CC=C12)C)C)Cl